FC1=C(C=C(CO)C=C1)C(F)(F)F 4-fluoro-3-(trifluoromethyl)benzyl alcohol